(S)-2-((1-(5-(3-ethylphenyl)-1,2,4-oxadiazol-3-yl)ethyl)carbamoyl)-4-methoxypyridin-3-yl acetate C(C)(=O)OC=1C(=NC=CC1OC)C(N[C@@H](C)C1=NOC(=N1)C1=CC(=CC=C1)CC)=O